1-(4-cyanobenzyl)azetidin C(#N)C1=CC=C(CN2CCC2)C=C1